N-(3-[4-(5-cyclopropyl-pyrazin-2-yl)phenyl]propyl)-2-(furan-3-yl)-6-methylthieno[2,3-d]pyrimidin-4-amine C1(CC1)C=1N=CC(=NC1)C1=CC=C(C=C1)CCCNC=1C2=C(N=C(N1)C1=COC=C1)SC(=C2)C